ClC1=C2C=C(N(C2=CC=C1Cl)C)C(=O)N[C@@]1(CN(CCC1)S(NC(NC)=O)(=O)=O)C1=CC=C(C(=O)O)C=C1 |r| (±)-4-(3-(4,5-Dichloro-1-methyl-1H-indole-2-carboxamido)-1-(N-(methylcarbamoyl)sulfamoyl)piperidin-3-yl)benzoic acid